C(CCCC)CC(C=O)(CCCCC)C1=CC=CC=C1 amyl-C-butyl-phenyl-methyl-propanal